benzyl (6-hydroxyhexyl)carbamate OCCCCCCNC(OCC1=CC=CC=C1)=O